Cl.BrC1=C(C=CC(=C1)Cl)C1=CC=C(C=C1)N1CCNCC1 1-(2'-bromo-4'-chloro[1,1'-biphenyl]-4-yl)piperazine hydrochloride